[6-[[3-fluoro-5-(trifluoromethyl)-2-pyridinyl]methyl]-2-azaspiro[3.3]heptan-2-yl]-[3-(1H-1,2,4-triazol-5-yl)azetidin-1-yl]methanone Methyl-(E)-dec-3-enoate COC(C\C=C\CCCCCC)=O.FC=1C(=NC=C(C1)C(F)(F)F)CC1CC2(CN(C2)C(=O)N2CC(C2)C2=NC=NN2)C1